N,N'-dicinnamylidene-1,6-hexanediamine C(C=CC1=CC=CC=C1)=NCCCCCCN=CC=CC1=CC=CC=C1